(2S,4R)-N-(6-bromopyridin-2-yl)-4-fluoro-1-(2-(3-((E)-1-(hydroxyimino)eth-yl)-5-(2-methylpyrimidin-5-yl)-1H-indazol-1-yl)acetyl)pyrrolidine-2-carboxamide BrC1=CC=CC(=N1)NC(=O)[C@H]1N(C[C@@H](C1)F)C(CN1N=C(C2=CC(=CC=C12)C=1C=NC(=NC1)C)/C(/C)=N/O)=O